(S)-2-(4-(2-methyl-4-(1-methylcyclopropane-1-carbonyl)piperazin-1-yl)-5-(pyridin-2-yl)-7H-pyrrolo[2,3-d]pyrimidin-7-yl)isonicotinonitrile C[C@@H]1N(CCN(C1)C(=O)C1(CC1)C)C=1C2=C(N=CN1)N(C=C2C2=NC=CC=C2)C=2C=C(C#N)C=CN2